(S)-2-(((2R,3R,4S,5R)-5-(6-amino-2-chloro-9H-purin-9-yl)-4-fluoro-3-hydroxytetrahydrofuran-2-yl)methoxy)-3-(4-(2-oxo-1,2-dihydropyridin-3-yl)phenyl)-2-(thiazol-4-yl)propanoic acid NC1=C2N=CN(C2=NC(=N1)Cl)[C@H]1[C@H]([C@@H]([C@H](O1)CO[C@@](C(=O)O)(CC1=CC=C(C=C1)C=1C(NC=CC1)=O)C=1N=CSC1)O)F